1-(2-(tert-Butyl)-1H-benzo[d]imidazol-1-yl)ethan-1-one C(C)(C)(C)C1=NC2=C(N1C(C)=O)C=CC=C2